(±)-trans-N-(8-amino-6-((S)-4-methyl-2-oxooxazolidin-3-yl)isoquinolin-3-yl)-2-cyanocyclopropanecarboxamide NC=1C=C(C=C2C=C(N=CC12)NC(=O)[C@H]1[C@@H](C1)C#N)N1C(OC[C@@H]1C)=O |r|